(S)-3-(pyridin-3-yl)isoxazolidine N1=CC(=CC=C1)[C@H]1NOCC1